3-chloro-2-(pyridin-4-yl)-5H,6H,7H-pyrazolo[1,5-a]pyrazin-4-one ClC=1C(=NN2C1C(NCC2)=O)C2=CC=NC=C2